ClC1=NC=C2N=C(N(C2=N1)CC1=CC=C(C=C1)C=1N(C=C(N1)C(F)(F)F)C(C)C)N chloro-9-(4-(1-isopropyl-4-(trifluoromethyl)-1H-imidazol-2-yl)benzyl)-9H-purin-8-amine